2-fluoro-3-hydroxy-5-methylbenzoic acid FC1=C(C(=O)O)C=C(C=C1O)C